4,9-dihydroxy-3-methoxypterocarpan ethyl-2-(methylthio)thieno[2,3-d]thiazole-5-carboxylate C(C)C1=C(SC=2N=C(SC21)SC)C(=O)O.OC2=C(C=CC=1[C@@H]3OC4=CC(=CC=C4[C@@H]3COC21)O)OC